2-(6-methoxy-1,3-dihydropyrrolo[3,4-c]pyridin-2-yl)-5-[2-methoxy-6-methyl-4-(trifluoromethyl)phenyl]oxazolo[4,5-b]pyrazine COC1=CC2=C(C=N1)CN(C2)C=2OC=1C(=NC(=CN1)C1=C(C=C(C=C1C)C(F)(F)F)OC)N2